CN1N=CC=2C1=NC(=NC2NCC=2SC=CC2)C2=NC=CC=C2 1-Methyl-6-(pyridin-2-yl)-N-(thiophen-2-ylmethyl)-1H-pyrazolo[3,4-d]pyrimidin-4-amine